(3-(1-(difluoromethyl)-1H-pyrazol-4-yl)-5-(trifluoromethyl)phenyl)-3-(imidazo[1,2-b]pyridazin-3-ylethynyl)-4-methylbenzamide FC(N1N=CC(=C1)C=1C=C(C=C(C1)C(F)(F)F)C1=C(C(=O)N)C=CC(=C1C#CC1=CN=C2N1N=CC=C2)C)F